S1N=C(C=C1)C(=O)N Isothiazole-3-carboxamide